(R)-N-(1-(2-hydroxy-2-methylpropyl)piperidin-3-yl)-2-(8-isopropyl-5-oxothieno[3',2':4,5]pyrrolo[1,2-d][1,2,4]triazin-6(5H)-yl)acetamide formate salt C(=O)O.OC(CN1C[C@@H](CCC1)NC(CN1N=C(N2C(C1=O)=CC1=C2SC=C1)C(C)C)=O)(C)C